(3-([1,1'-Biphenyl]-2-ylethynyl)-1H-indazol-5-yl)(8-oxa-1-azaspiro[4.5]decan-1-yl)methanone C1(=C(C=CC=C1)C#CC1=NNC2=CC=C(C=C12)C(=O)N1CCCC12CCOCC2)C2=CC=CC=C2